ClC1=NC2=CC(=CC=C2N=C1)C1CC1 2-chloro-7-cyclopropylquinoxaline